iron(II) tris(5-aminophenanthroline) NC1=C2C=CC=NC2=C2N=CC=CC2=C1.NC1=C2C=CC=NC2=C2N=CC=CC2=C1.NC1=C2C=CC=NC2=C2N=CC=CC2=C1.[Fe+2]